(R)-(1-(3-(3-(2-cyano-2-(3-methoxypyridin-2-yl)vinyl)phenoxy)propanamido)-2-Phenylethyl)boronic acid C(#N)C(=CC=1C=C(OCCC(=O)N[C@@H](CC2=CC=CC=C2)B(O)O)C=CC1)C1=NC=CC=C1OC